ClC1=CC=C(C=C1)C=1C=C(C(N(N1)C=1C=NN(C1)C)=O)C(=O)NCC(C(F)F)O (+)-6-(4-Chlorophenyl)-N-(3,3-difluoro-2-hydroxypropyl)-2-(1-methyl-1H-pyrazol-4-yl)-3-oxo-2,3-dihydropyridazine-4-carboxamide